CC(CCC)CCCC(CCCCC(CCCC(CCC)C)C)C (2e,4e,6e,8e,10e,12e,14e,16z,18e)-4,8,13,17-tetramethyleicosane